(+/-)-α-methyl-α-phenyl-glycine caprylyl-decyl amide C(CCCCCCC)(=O)N(C([C@](N)(C1=CC=CC=C1)C)=O)CCCCCCCCCC |r|